Cl.FC1=C(C=C(C(=C1)OC=1C=CC2=CN(N=C2C1)C)C)NC=1C2=C(N=CN1)C=CC(=N2)OC2CCNCC2 N-(2-fluoro-5-methyl-4-((2-methyl-2H-indazol-6-yl)oxy)phenyl)-6-(piperidin-4-yloxy)pyrido[3,2-d]pyrimidin-4-amine hydrochloride